CC=1C=CC=C2C=CN=C(C12)N(C(=O)N1CC2=CC=CC=C2CC1)[C@H]1CNCCC1 (R)-N-(8-methylisoquinolin-1-yl)-N-(piperidin-3-yl)-3,4-dihydroisoquinoline-2(1H)-carboxamide